CC1(CCC2=CC=C(C=C12)C(C)N1C[C@@H](N(C[C@H]1C)C=1C=2N=C(N(C2N(C(N1)=O)C)CC)CC#N)C)C 2-(6-((2S,5R)-4-(1-(3,3-dimethyl-2,3-dihydro-1H-inden-5-yl)ethyl)-2,5-dimethylpiperazin-1-yl)-9-ethyl-3-methyl-2-oxo-3,9-dihydro-2H-purin-8-yl)acetonitrile